Cl.NC=1N=NC(=CC1C1=CC=C(C=C1)N1CCC(CC1)=O)C1=C(C=CC=C1)O 1-(4-(3-amino-6-(2-hydroxyphenyl)pyridazin-4-yl)phenyl)piperidin-4-one hydrochloride